Ethyl 5-bromo-5'-fluoro-6-methyl-2-oxo-2H-[1,3'-bipyridine]-3-carboxylate BrC=1C=C(C(N(C1C)C=1C=NC=C(C1)F)=O)C(=O)OCC